BrCC1=CN(C2=C(O1)C=CC(=C2)C(=O)OC)C[C@H]2OCC2 methyl (S)-2-(bromomethyl)-4-(oxetan-2-ylmethyl)-4H-benzo[b][1,4]oxazine-6-carboxylate